ClC(=C(C)C)N(C)C (1-chloro-2-methylpropan-1-enyl)dimethylamine